ClC1=NC=C(C(=N1)NC1=C(C=C(C=C1)N1CCOCC1)P(C)(C)=O)C(F)(F)F (2-((2-chloro-5-(trifluoromethyl)pyrimidin-4-yl)amino)-5-morpholinophenyl)dimethylphosphine oxide